C(C)(=O)OC=1C=C2C(C(=C(C2=CC1)C=1N=CSC1C)Br)=O (2-bromo-1-(5-methylthiazol-4-yl)-3-oxo-inden-5-yl) acetate